NCC(CN1N=NN(C1=O)C1=CC(=CS1)C=1C=CC(N(C1)CC)=O)=C(F)F 5-[5-[4-[2-(aminomethyl)-3,3-difluoro-allyl]-5-oxo-tetrazol-1-yl]-3-thienyl]-1-ethyl-pyridin-2-one